FC1(CC(C1)OC1=C(C=C(C=N1)[C@@H]1CC2(CC(C2)(F)F)CCN1CC1=C2C=CNC2=C(C=C1OC)C)F)F (S)-6-(6-(3,3-difluorocyclobutoxy)-5-fluoropyridin-3-yl)-2,2-difluoro-7-((5-methoxy-7-methyl-1H-indol-4-yl)methyl)-7-azaspiro[3.5]nonane